6-((4-chlorophenyl)ethynyl)-8-cyclopentyl-2-(4-(phenethylamino)piperidin-1-yl)pyrido[2,3-d]pyrimidin-7-one ClC1=CC=C(C=C1)C#CC1=CC2=C(N=C(N=C2)N2CCC(CC2)NCCC2=CC=CC=C2)N(C1=O)C1CCCC1